FC=1C(=C(C=CC1F)NC1=C(NC2=C1C(NCC2)=O)C2=C(C=NC=C2)OC[C@@H]2N(CC2)C(=O)OC(C)(C)C)OC tert-butyl (2R)-2-{[(4-{3-[(3,4-difluoro-2-methoxyphenyl) amino]-4-oxo-1H,5H,6H,7H-pyrrolo[3,2-c]pyridin-2-yl} pyridin-3-yl) oxy] methyl}azetidine-1-carboxylate